(S)-2-((1-chloro-4-(o-tolyl)isoquinolin-7-yl)oxy)propanoic acid ClC1=NC=C(C2=CC=C(C=C12)O[C@H](C(=O)O)C)C1=C(C=CC=C1)C